C(CC)C1(C=CC=C1)[Ti](N(C)CC)(N(C)CC)N(CC)C (n-propylcyclopentadienyl)tris(methylethylamino)titanium